C(C)N(S(=O)(=O)NC=1C(=C(C(=CC1)F)C1=CC2=C(N=C(N=C2)NCCCN(C(OC(C)(C)C)=O)C)N(C1=O)C)F)C tert-butyl N-[3-[[6-[3-[[ethyl(methyl) sulfamoyl] amino]-2,6-difluorophenyl]-8-methyl-7-oxopyrido[2,3-d]pyrimidin-2-yl]amino]propyl]-N-methylcarbamate